FC=1C=C2C(=C(NC2=C(C1)F)C1=CC=C(C=C1)F)C1CC(C1)NC(OCC1=CC=CC=C1)=O benzyl ((1s,3s)-3-(5,7-difluoro-2-(4-fluorophenyl)-1H-indol-3-yl)cyclobutyl)carbamate